OC1=C2C(C=COC2=CC=C1)=O 5-hydroxychromone